O1CCC(CC1)CNC1=NC(=NC(=N1)N)N ((tetrahydro-2H-pyran-4-yl)methyl)-1,3,5-triazine-2,4,6-triamine